1,4-di-p-toluenesulfonyl-5-(4-(trifluoromethyl)phenyl)-1H-pyrazole CC1=CC=C(C=C1)S(=O)(=O)N1N=CC(=C1C1=CC=C(C=C1)C(F)(F)F)S(=O)(=O)C1=CC=C(C)C=C1